3,4-dihydroxyphenyl-acetic acid OC=1C=C(C=CC1O)CC(=O)O